tert-butyl (R)-3-(4-(3H-[1,2,3]-triazolo[4,5-b]pyridin-3-yl)-N-(6-ethynylisoquinolin-1-yl)-2-fluorobenzamido)piperidine-1-carboxylate formate salt C(=O)O.N1=NN(C2=NC=CC=C21)C2=CC(=C(C(=O)N(C1=NC=CC3=CC(=CC=C13)C#C)[C@H]1CN(CCC1)C(=O)OC(C)(C)C)C=C2)F